C(C1=CC=CC=C1)SC=1C=C(C(=NC1)CNC1=C(C(=NC=C1[N+](=O)[O-])C)C1=CC=CC=C1)F N-((5-(benzylthio)-3-fluoropyridin-2-yl)methyl)-2-methyl-5-nitro-3-phenylpyridin-4-amine